ClC1=C(C(=CC=C1)C)CC(=O)NC1=CC(=C(C=C1)OC1=CC(=CC=C1)Cl)S(N)(=O)=O 2-(2-chloro-6-methylphenyl)-N-[4-(3-chlorophenoxy)-3-sulfamoylphenyl]acetamide